NC(C(=O)O)(CCCCB(O)O)CCCN1CCN(CC1)S(=O)(=O)C1=CC=C(C=C1)F 2-amino-6-borono-2-(3-(4-(4-fluorophenylsulfonyl)piperazin-1-yl)propyl)hexanoic acid